COCCNC(CC(C)=O)=O N-(2-methyloxyethyl)-3-oxobutanamide